1,2-di-arachidoyl-sn-glycero-3-phosphoethanolamine C(CCCCCCCCCCCCCCCCCCC)(=O)OC[C@@H](OC(CCCCCCCCCCCCCCCCCCC)=O)COP(=O)(O)OCCN